SC(CC(=O)OCC(C)OC(CC(C)(C)S)=O)(C)C Propylene glycol bis(3-mercapto-3-methylbutyrate)